tert-butyl (4-cyano-5-fluoro-2-nitrophenyl)carbamate C(#N)C1=CC(=C(C=C1F)NC(OC(C)(C)C)=O)[N+](=O)[O-]